1,2-dioctanoyl-sn-glycero-3-phospho-L-serine C(CCCCCCC)(=O)OC[C@@H](OC(CCCCCCC)=O)COP(=O)(O)OC[C@H](N)C(=O)O